N-((5R,7S)-3-(benzo[d]thiazol-2-yl)-5,7-dimethyl-4,5,6,7-tetrahydrothieno[2,3-c]pyridin-2-yl)acetamide S1C(=NC2=C1C=CC=C2)C2=C(SC=1[C@@H](N[C@@H](CC12)C)C)NC(C)=O